(R)-3-butyl-8-hydroxy-2-methyl-7-(methylthio)-5-phenyl-2,3,4,5-tetrahydro-1,2,5-benzothiadiazepine 1,1-dioxide C(CCC)[C@H]1N(S(C2=C(N(C1)C1=CC=CC=C1)C=C(C(=C2)O)SC)(=O)=O)C